OC(C1(CCC1)NC=1C2=C(N=CN1)CCS2=O)([2H])[2H] 4-((1-(hydroxymethyl-d2)cyclobutyl)amino)-6,7-dihydrothieno[3,2-d]pyrimidine 5-oxide